C1(=CC=CC=C1)C=1OC2=C(N1)C=CC(=C2)NC(=O)NCC2=CC=NC=C2 N-(2-phenyl-1,3-benzoxazol-6-yl)-N'-[(pyridin-4-yl)methyl]urea